C[N+]1(C(CCC1C)(C)C)C 1,1,2,2,5-pentamethylpyrrolidinium